amino-3-fluoro-5-(1-isobutyrylpiperidin-4-yl)-[1,1'-biphenyl]-2-carbonitrile NC=1C(=C(C(=CC1C1CCN(CC1)C(C(C)C)=O)C1=CC=CC=C1)C#N)F